(S)-4-(2-amino-3-(heptane-4-yloxy)-3-oxopropyl)-1,2-phenylene dibenzoate C(C1=CC=CC=C1)(=O)OC1=C(C=C(C=C1)C[C@@H](C(=O)OC(CCC)CCC)N)OC(C1=CC=CC=C1)=O